Tetramethyldisilylene(3-butyl-cyclopentadienyl)(4-naphthyl-indenyl)zirconium dichloride [Cl-].[Cl-].C[Zr](C1C=CC2=C(C=CC=C12)C1=CC=CC2=CC=CC=C12)(C1C=C(C=C1)CCCC)(=[SiH2])(=[SiH2])(C)(C)C